FC1=C(C(=O)O)C=CC(=C1)N1CCN(CC1)CC1=CC=C(C=C1)C=1C=NC(=NC1)N1N=CC(=C1)C(NCC1=NC(=NN1)C(C(F)(F)F)(C)C)=O 2-fluoro-4-[4-[[4-[2-[4-[[3-(2,2,2-trifluoro-1,1-dimethyl-ethyl)-1H-1,2,4-triazol-5-yl]methylcarbamoyl]pyrazol-1-yl]pyrimidin-5-yl]phenyl]methyl]piperazin-1-yl]benzoic acid